C1=CC=CC=2C3=CC=CC=C3N(C12)C1=CC=C(C=C1)C=1C(=C(C(=C(C1C1=CC=C(C=C1)N1C2=CC=CC=C2C=2C=CC=CC12)C1=CC=C(C=C1)N1C2=CC=CC=C2C=2C=C(C=CC12)C)C1=CC=C(C=C1)N1C2=CC=CC=C2C=2C=CC=CC12)C#N)C1=CC(=NC(=C1)C)C 5',6'-bis(4-(9H-carbazol-9-yl)phenyl)-4''-(9H-carbazol-9-yl)-4'-(2,6-dimethylpyridin-4-yl)-4-(3-methyl-9H-carbazol-9-yl)-[1,1':2',1''-terphenyl]-3'-carbonitrile